ClC=1C(=NC(=NC1)NC1CCOCC1)C1=CC(=C2CN(C(C2=C1)=O)[C@@H](C(=O)N[C@H](CO)C1=NC(=CC=C1)C)C)F (2R)-2-(6-{5-chloro-2-[(oxan-4-yl)amino]pyrimidin-4-yl}-4-fluoro-1-oxo-2,3-dihydro-1H-isoindol-2-yl)-N-[(1S)-2-hydroxy-1-(6-methylpyridin-2-yl)ethyl]propanamide